N[C@@H]1C2=CC=CC=C2CC12CCN(CC2)C=2NC(C1=C(N2)NN=C1C(=C)C=1C=NC(=C(C1)Cl)Cl)=O (S)-6-(1-amino-1,3-dihydro-spiro[inden-2,4'-piperidin]-1'-yl)-3-(1-(5,6-dichloropyridin-3-yl)vinyl)-1H-pyrazolo[3,4-d]pyrimidin-4(5H)-one